ClC1=CC=C(C2=C1C=C(O2)F)COC2=CC=CC(=N2)C2=CCC(CC2)CC2=NC1=C(N2CC2=CN=CN2CC)C=C(C=C1)C(=O)OC methyl 2-((4-(6-((4-chloro-2-fluorobenzofuran-7-yl) methoxy) pyridin-2-yl) cyclohex-3-en-1-yl) methyl)-1-((1-ethyl-1H-imidazol-5-yl) methyl)-1H-benzo[d]imidazole-6-carboxylate